O=C1C(=NN(C2=CC=CC(=C12)N1N=NC(=C1)C(F)(F)F)C1=CC=C(C=C1)OC(F)(F)F)C(=O)O 4-oxo-1-[4-(trifluoromethoxy)phenyl]-5-[4-(trifluoromethyl)triazol-1-yl]cinnoline-3-carboxylic acid